CC1(COB(O1)C1=CC=NN1)C 5-(5,5-dimethyl-1,3,2-dioxaborolan-2-yl)-1H-pyrazole